Cl.CN1N=CC(=C1)N(S(=O)=O)N[C@H]1CN(CC1)C N-(1-methyl-1H-pyrazol-4-yl)-N-[(3R)-1-methylpyrrolidin-3-yl]amino-sulfonamide hydrochloride